Cl.ClC1=CC(=C(C=C1)C1=CC(=C(C=C1)N1CCNCC1)F)N1CC(CCC1)N1N=CC(=C1C(F)(F)F)C(=O)OCC ethyl 1-{1-[4-chloro-3'-fluoro-4'-(piperazin-1-yl) [1,1'-biphenyl]-2-yl]piperidin-3-yl}-5-(trifluoromethyl)-1H-pyrazole-4-carboxylate hydrochloride